((tetrahydro-2H-pyran-4-yl)amino)pyridin O1CCC(CC1)NC1=NC=CC=C1